1,11-dibromoundecan-6-one BrCCCCCC(CCCCCBr)=O